C(#N)CCP(O)(N(C(C)C)C(C)C)O[C@H]1[C@H]([C@@H](O[C@@H]1COC(C1=CC=C(C=C1)OC)(C1=CC=C(C=C1)OC)C1=CC=CC=C1)N1C(=O)NC(=O)C=C1)OCOCC(CNC(C(F)(F)F)=O)(C)C 5'-O-(4,4'-dimethoxytrityl)-2'-O-[3-(trifluoroacetyl)amino-2,2-dimethylpropoxymethyl]uridine 3'-O-(2-cyanoethyl N,N-diisopropyl phosphoramidite)